C(C1=CC=CC=C1)C(CCCNC(=O)C1=CC=C2C(=CC=NC2=C1)Cl)C(=O)N1CCC(CC1)(CN1C=NC2=CC(=CC=C2C1=O)NC(CN1CCN(CC1)C)=O)O N-(4-benzyl-5-(4-hydroxy-4-((7-(2-(4-methylpiperazin-1-yl)acetamido)-4-oxoquinazolin-3(4H)-yl)methyl)piperidin-1-yl)-5-oxopentyl)-4-chloroquinoline-7-carboxamide